BrCCCCC=1C=C(C=2[C@H]3[C@H](C(OC2C1)(C)C)CCC(=C3)C)O (6Ar,10aR)-3-(4-bromobutyl)-6,6,9-trimethyl-6a,7,8,10a-tetrahydrobenzo[c]chromen-1-ol